(S)-2-((2-((S)-4-(difluoromethyl)-2-carbonyloxazolidin-3-yl)-6H-spiro[benzo[f]imidazo[1,2-d][1,4]oxazepin-5,1'-cyclopropan]-9-yl)amino)propanamide 2'-Deoxycytidine-5'-Triphosphate P(O)(=O)(OP(=O)(O)OP(=O)(O)O)OC[C@@H]1[C@H](C[C@@H](O1)N1C(=O)N=C(N)C=C1)O.FC([C@H]1N(C(OC1)=C=O)C=1N=C2N(C1)C1(CC1)COC1=C2C=CC(=C1)N[C@H](C(=O)N)C)F